N-(benzoylphenyl)acrylamide C(C1=CC=CC=C1)(=O)C1=C(C=CC=C1)NC(C=C)=O